N1N=NN=C1C1=C(C=CC=C1)C1=CC(=CC(=N1)N(CC(C)C)CC1=CC=CC=C1)NC1=CC2=C(N=C(S2)C)C=C1 6-(2-(1H-tetrazol-5-yl)phenyl)-N2-benzyl-N2-isobutyl-N4-(2-methylbenzo[d]thiazol-6-yl)pyridine-2,4-diamine